5-(dimethoxymethyl)-4-fluorotetrahydrofuran-3-amine COC(C1C(C(CO1)N)F)OC